FC(C(CC(=O)OC(C)(C)C)=O)(F)F tert-butyl 4,4,4-trifluoro-3-oxobutanoate